ClC1=CC=C(C=C1)NC=1C=C(C=CC1[N+](=O)[O-])NC(C)=O N-(3-((4-chlorophenyl)amino)-4-nitrophenyl)acetamide